FC1=C(C=C(C(=N1)OC1=CC(=NN1)O)OCC(F)(F)F)F 6-Fluoro-5-((5-fluoro-3-(2,2,2-trifluoroethoxy)pyridin-2-yl)oxy)pyrazolol